N-(2-fluoro-4-iodophenyl)-1H-imidazole-2-carboxamide FC1=C(C=CC(=C1)I)NC(=O)C=1NC=CN1